7-methyl-3,4-dihydro-2,7-naphthyridine-1,6(2H,7H)-dione CN1C(C=C2CCNC(C2=C1)=O)=O